N-(4''-(((2-amino-2-oxoethyl)amino)methyl)-3''-fluoro-5''-methoxy-2,2'-dimethyl-[1,1':3',1''-terphenyl]-3-yl)-2,4-dimethyl-3,5-dioxo-2,3,4,5-tetrahydro-1,2,4-triazine-6-carboxamide NC(CNCC1=C(C=C(C=C1OC)C=1C(=C(C=CC1)C1=C(C(=CC=C1)NC(=O)C=1C(N(C(N(N1)C)=O)C)=O)C)C)F)=O